3-[5-({1-[(2E)-2-(aminomethyl)-3-fluoroprop-2-en-1-yl]-5-oxo-1,5-dihydro-4H-1,2,4-triazol-4-yl}methyl)thiophen-2-yl]-N,N-dimethylbenzenesulfonamide NC/C(/CN1N=CN(C1=O)CC1=CC=C(S1)C=1C=C(C=CC1)S(=O)(=O)N(C)C)=C\F